C1(CCCC1)N(S(=O)(=O)C1=CC(=CC=C1)CC1CCCC1)CC=1C=C2CCCN(C2=CC1)CC N-cyclopentyl-3-(cyclopentylmethyl)-N-((1-ethyl-1,2,3,4-tetrahydroquinolin-6-yl)-methyl)benzenesulfonamide